C(=O)N1CCN(CC1)C=O 1,4-diformylpiperazine